bromochromane BrC1OC2=CC=CC=C2CC1